N-(2-(2-(((1H-pyrrolo[3,2-c]pyridin-2-yl)methyl)amino)-2-oxoethyl)-3-methoxy-[1,1'-biphenyl]-4-yl)-5-phenylthiophene-2-carboxamide N1C(=CC=2C=NC=CC21)CNC(CC2=C(C=CC(=C2OC)NC(=O)C=2SC(=CC2)C2=CC=CC=C2)C2=CC=CC=C2)=O